7-Methoxy-3,7-dimethyloctanal COC(CCCC(CC=O)C)(C)C